CC1CCCCC1 MethylCycloHexane